4-bromo-6-fluoro-2,3-dihydro-benzofuran BrC1=CC(=CC2=C1CCO2)F